Cis-8-dimethylamino-1-ethyl-3-[(4-methoxyphenyl)-methyl]-8-phenyl-1,3-diazaspiro[4.5]decan-2-one CN(C1(CCC2(CN(C(N2CC)=O)CC2=CC=C(C=C2)OC)CC1)C1=CC=CC=C1)C